5'-(benzo[d]oxazol-2-yl)-4,4''-bis(3,6-di-tert-butyl-9H-carbazol-9-yl)-3',6'-bis(dibenzo[b,d]thiophen-1-yl)-[1,1':2',1''-terphenyl]-4'-carbonitrile O1C(=NC2=C1C=CC=C2)C2=C(C(=C(C(=C2C2=CC=CC=1SC3=C(C12)C=CC=C3)C3=CC=C(C=C3)N3C1=CC=C(C=C1C=1C=C(C=CC31)C(C)(C)C)C(C)(C)C)C3=CC=C(C=C3)N3C1=CC=C(C=C1C=1C=C(C=CC31)C(C)(C)C)C(C)(C)C)C3=CC=CC=1SC2=C(C13)C=CC=C2)C#N